3,6-Dichloro-1-(3-((1-(3-fluoro-3-methyltetrahydro-2H-pyran-4-yl)-5-methyl-4-nitro-1H-pyrazol-3-yl)oxy)propyl)-1H-pyrazolo[3,4-d]pyrimidine ClC1=NN(C2=NC(=NC=C21)Cl)CCCOC2=NN(C(=C2[N+](=O)[O-])C)C2C(COCC2)(C)F